ClC1=CC=C(CN2N=C(C=CC2=O)C2=CC=C(C=C2)CC)C=C1 2-(4-chlorobenzyl)-6-(4-ethylphenyl)pyridazin-3(2H)-one